O=S1(N(CNCC1)CN1S(CCNC1)(=O)=O)=O 2-[(1,1-dioxo-1,2,4-thiadiazinan-2-yl)methyl]-1,2,4-thiadiazinan-1,1-dioxide